4-Bromo-imidazole BrC=1N=CNC1